CN1C(CCC1=O)C(=O)NC1=CC(=CC=2OCOC21)OC2=CC(=CC=C2)C(F)(F)F 1-methyl-5-oxo-N-(6-(3-(trifluoromethyl)phenoxy)benzo[d][1,3]dioxol-4-yl)pyrrolidine-2-carboxamide